O=C1NC=NC2=CC=C(C=C12)S(=O)(=O)NC(C1=C(C=CC=C1)OC=1C=C2C(=NC1)NC=C2)=O N-[(4-oxo-3,4-dihydroquinazolin-6-yl)sulfonyl]-2-(1H-pyrrolo[2,3-b]pyridin-5-yloxy)benzamide